(S)-7-chloro-8-fluoro-12-(5-(1-methyl-1H-1,2,3-triazol-5-yl)-1H-imidazol-2-yl)-13,14-dihydro-2H-spiro[benzo[5,6]azocino[4,3-g]indolizine-3,1'-cyclopropane]-1,10(4H,12H)-dione ClC1=C2C(C=3C(CN4C(CC5(CC5)[C@H]4C3CN=C1)=O)C=1NC(=CN1)C1=CN=NN1C)=CC(C=C2F)=O